tert-butyl 2-[3-amino-6-(trifluoromethyl)pyridazin-4-yl]-2,8-diazaspiro[4.5]decane-8-carboxylate NC=1N=NC(=CC1N1CC2(CC1)CCN(CC2)C(=O)OC(C)(C)C)C(F)(F)F